C1(CC1)S(=O)(=O)NC=1C=C(C=CC1)N1N=NC(=C1)C=1C=C(C(=O)O)C=CN1 2-(1-(3-(cyclopropanesulfonylamino)phenyl)-1H-1,2,3-triazol-4-yl)isonicotinic acid